N-{2-amino-2-[3-(trifluoromethyl)phenyl]ethyl}propionamide NC(CNC(CC)=O)C1=CC(=CC=C1)C(F)(F)F